FC(C=CC(C(F)(F)F)C(F)(F)F)(F)F 1,1,1,5,5,5-hexafluoro-4-(trifluoromethyl)-2-pentene